(1-benzyl-1H-pyrazol-4-yl)(8-(5-(1-(3,5-dimethyl-1H-pyrazol-1-yl)ethyl)-1,2,4-oxadiazol-3-yl)-2-((S)-2,2-dimethylcyclopropane-1-carbonyl)-2,6-diazaspiro[3.4]octan-6-yl)methanone C(C1=CC=CC=C1)N1N=CC(=C1)C(=O)N1CC2(CN(C2)C(=O)[C@@H]2C(C2)(C)C)C(C1)C1=NOC(=N1)C(C)N1N=C(C=C1C)C